The molecule is an alpha-amino fatty acid that is heptanoic acid substituted by an amino group at position 2 (the 2R stereoisomer). It has a role as a metabolite. It derives from a heptanoic acid. CCCCC[C@H](C(=O)O)N